O=C1OCC[C@@H]1N (S)-2-keto-3-aminotetrahydrofuran